6-Methyl-pyridine-2-carboxylic acid [3-(3-propyl-ureido)-adamantan-1-yl]-amide C(CC)NC(NC12CC3(CC(CC(C1)C3)C2)NC(=O)C2=NC(=CC=C2)C)=O